6-{5-chloro-2-[(oxacyclohex-4-yl)amino]pyridin-4-yl}-2-[2-(3-methyl-1,2,3,4-tetrahydroisoquinolin-2-yl)-2-oxoethyl]-2,3-dihydro-1H-isoindol-1-one ClC=1C(=CC(=NC1)NC1CCOCC1)C1=CC=C2CN(C(C2=C1)=O)CC(=O)N1CC2=CC=CC=C2CC1C